(S)-3-((3-(2-(4-chlorophenyl)-2-hydroxyethyl)-1,2,4-oxadiazol-5-yl)methyl)-5-methylpyrimidine-2,4(1H,3H)-dione-6-d ClC1=CC=C(C=C1)[C@H](CC1=NOC(=N1)CN1C(NC(=C(C1=O)C)[2H])=O)O